trans-2,5-dimethyl-tetrahydrofuran C[C@@H]1O[C@H](CC1)C